NCC1(CC1)S(=O)(=O)N (1-(aminomethyl)cyclopropyl)sulfonamide